4-((methylsulfonyl)oxy)piperidine-1-carboxylic acid CS(=O)(=O)OC1CCN(CC1)C(=O)O